CN(C1=CC=C(CN2CC3C4C(NC(C(C42)CC(C)C)(C3)C(=O)NCC3=CC(=CC=C3)O)=O)C=C1)C 1-(4-(dimethylamino)benzyl)-N-(3-hydroxybenzyl)-7-isobutyl-4-oxooctahydro-6H-3,6-methanopyrrolo[3,2-c]pyridine-6-carboxamide